ClC1=NOC(C1)(C)C 3-chloro-5,5-dimethyl-2-isoxazoline